5-bromo-1-(oxetan-3-yl)indazole BrC=1C=C2C=NN(C2=CC1)C1COC1